10-octylbenzo[g]pteridine-2,4(3H,10H)-dione C(CCCCCCC)N1C2=C(N=C3C(NC(N=C13)=O)=O)C=CC=C2